C1(=CC=CC=C1)CSC1=C(C=C(C=C1)Br)C(C)C (phenylmethylsulfanyl)-4-bromo-2-(propan-2-yl)benzene